CN(C1=CC=C(C=C1)CC1=C(N=C2N1C=CC=C2)C2=CC=CC=C2)C N,N-Dimethyl-4-((2-phenylimidazo[1,2-a]pyridin-3-yl)methyl)aniline